(2S,4R)-4-hydroxy-N-(4-(4-methylthiazol-5-yl)benzyl)-1-((S)-2-(piperazin-1-yl)propanoyl)pyrrolidine-2-carboxamide, hydrochloride Cl.O[C@@H]1C[C@H](N(C1)C([C@H](C)N1CCNCC1)=O)C(=O)NCC1=CC=C(C=C1)C1=C(N=CS1)C